((4-(4-chloro-7,7-dimethyl-5-oxo-5,7-dihydroindolo[1,2-a]quinazolin-10-yl)piperidin-1-yl)methyl)-2-(4-(4-(2,6-dioxopiperidin-3-yl)-3,5-difluorophenyl)piperazin-1-yl)nicotinonitrile ClC=1C=2C(N=C3N(C2C=CC1)C1=CC(=CC=C1C3(C)C)C3CCN(CC3)CC3=NC(=C(C#N)C=C3)N3CCN(CC3)C3=CC(=C(C(=C3)F)C3C(NC(CC3)=O)=O)F)=O